(R)-(2-amino-1-(3-hydroxy-2,6-dimethylphenyl)-1H-pyrrolo[2,3-b]pyridin-3-yl)(1H-benzo[d]imidazol-2-yl)methanone NC1=C(C=2C(=NC=CC2)N1C1=C(C(=CC=C1C)O)C)C(=O)C1=NC2=C(N1)C=CC=C2